O1COC2=C1C=CC(=C2)N(C(C2=CC(=CC=C2)N2N=C(C(=C2OCC)Cl)C(F)(F)F)=O)C N-(1,3-benzodioxol-5-yl)-3-[4-chloro-5-ethoxy-3-(trifluoromethyl)pyrazol-1-yl]-N-methyl-benzamide